ClC(C(=O)N1C(OCC1)(C)C)Cl (dichloro-acetyl)-2,2-dimethyl-1,3-oxazolidine